1-[4-(2-bromopropoxy)phenyl]-2-methyl-2-propanol BrC(COC1=CC=C(C=C1)CC(C)(O)C)C